NC1=CC=C(C=C1)N1CCC(CC1)CCC1CCN(CC1)C(=O)OC(C)(C)C tert-butyl 4-(2-(1-(4-aminophenyl)piperidin-4-yl)ethyl)piperidine-1-carboxylate